C(C)(C)(C)SN (-)-tert-butylsulfenamide